C(C)(C)(C)OC(N[C@@H]1[C@H](CCC1)NC1=NC=C(C(=N1)C1=CNC2=C(C(=CC=C12)C#N)Cl)C(F)(F)F)=O.ClCCN1CCNCC1 4-(2-chloroethyl)piperazine Tert-butyl-N-[(1S,2S)-2-[[4-(7-chloro-6-cyano-1H-indol-3-yl)-5-(trifluoromethyl)pyrimidin-2-yl]amino]cyclopentyl]carbamate